OCCOC1=CC=C(C=C1)OCCO 1,4-Di(2-hydroxyethoxy)benzol